C(C)(C)(C)OC(NC1CCCCC1)=NC1CCCCC1 O-tertiary butyl-N,N'-dicyclohexyl-isourea